bisindolyl-benzoquinone N1C(=CC2=CC=CC=C12)C1=C(C(C=CC1=O)=O)C=1NC2=CC=CC=C2C1